FC(C=1C(=C(C=CC1)[C@@H](C)NC1=C2C(=NC(=N1)C)N1C(C(=C2)C(=O)N(C)C)=NC(=N1)C)F)F (R)-6-((1-(3-(difluoromethyl)-2-fluorophenyl)ethyl)amino)-N,N,2,8-tetramethyl-[1,2,4]triazolo[1',5':1,6]pyrido[2,3-d]pyrimidine-4-carboxamide